tert-butyl (2S,4R)-2-(((S)-1-(4-bromophenyl)ethyl)carbamoyl)-4-hydroxypyrrolidine-1-carboxylate BrC1=CC=C(C=C1)[C@H](C)NC(=O)[C@H]1N(C[C@@H](C1)O)C(=O)OC(C)(C)C